CC1=CC2=C(S1)CC(=C2C)C 2,4,5-Trimethyl-6H-Cyclopenta[b]thiophene